N1(C=CC2=CC=CC=C12)N 1-Indoleamine